propylsulfanylphosphonic acid C(CC)SP(O)(O)=O